tolylcopper triflate [O-]S(=O)(=O)C(F)(F)F.C1(=C(C=CC=C1)[Cu+])C